N-[(4-{[(3R)-1-cyclopropylpyrrolidin-3-yl]amino}-3-nitrophenyl)sulfonyl]-2-(1H-pyrrolo[2,3-b]pyridin-5-yloxy)benzamide C1(CC1)N1C[C@@H](CC1)NC1=C(C=C(C=C1)S(=O)(=O)NC(C1=C(C=CC=C1)OC=1C=C2C(=NC1)NC=C2)=O)[N+](=O)[O-]